tetrabutylammonium tert-butyl-(2R)-2-[(2-{[(2S,5R)-7-oxo-6-(sulfooxy)-1,6-diazabicyclo[3.2.1]oct-2-yl]carbonyl}hydrazinyl)carbonyl]piperidine-1-carboxylate C(C)(C)(C)OC(=O)N1[C@H](CCCC1)C(=O)NNC(=O)[C@H]1N2C(N([C@H](CC1)C2)OS(=O)(=O)O)=O.C(CCC)[N+](CCCC)(CCCC)CCCC